O[C@]1(C(NC2=CC(=CC=C12)C#CC1=NC=CC2=CN=C(C=C12)NC1=CC=C(C=C1)S(=O)(=O)C)=O)C |r| racemic-3-hydroxy-3-methyl-6-((7-((4-(methylsulfonyl)phenyl)amino)-2,6-naphthyridin-1-yl)ethynyl)indolin-2-one